COC=1C=C2CCN3C(C2=CC1C1=NN(C=C1)C)=C(C=C3C(=O)N3[C@](CCC3)([C@@H](C(F)(F)F)O)C)C=3SC=CC3 [8-methoxy-9-(1-methylpyrazol-3-yl)-1-(2-thienyl)-5,6-dihydropyrrolo[2,1-a]isoquinolin-3-yl]-[(2R)-2-methyl-2-[(1S)-2,2,2-trifluoro-1-hydroxy-ethyl]pyrrolidin-1-yl]methanone